N-(3-amino-6-phenylpyridin-2-yl)-6-morpholinonicotinamide NC=1C(=NC(=CC1)C1=CC=CC=C1)NC(C1=CN=C(C=C1)N1CCOCC1)=O